C(C)(C)(C)C1=C(C=CC(=C1)O[Si](C)(C)C(C)(C)C)O 2-(tert-butyl)-4-((tert-butyldimethylsilyl)oxy)phenol